COC(=O)C1=CC2=CN(N=C2C=C1OC(C)C)[C@@]12CO[C@@](CC1)(C2)C 6-isopropoxy-2-((1S,4S)-1-methyl-2-oxabicyclo[2.2.1]hept-4-yl)-2H-indazole-5-carboxylic acid methyl ester